ClCC1=CC(=CC(=C1)C)C 1-(chloromethyl)-3,5-dimethylbenzene